tetraphenyl-tetratridecyl-pentaerythritol tetraphosphite P(O)(O)OC(C(C(OP(O)O)(CCCCCCCCCCCCC)C1=CC=CC=C1)(C(OP(O)O)(CCCCCCCCCCCCC)C1=CC=CC=C1)C(OP(O)O)(CCCCCCCCCCCCC)C1=CC=CC=C1)(CCCCCCCCCCCCC)C1=CC=CC=C1